N1(N=CC=C1)CC1=CC2=C(C(=NO2)N)C2=C1C=C(O2)C 4-((1H-pyrazol-1-yl)methyl)-2-methylbenzofuro[7,6-d]isoxazol-8-amine